FC=1C(=C(N2N=C(N=CC21)N[C@H]2[C@@H](CN(CC2)S(=O)(=O)C)F)CCC)C#N 5-fluoro-2-(((3R,4R)-3-fluoro-1-(methylsulfonyl)piperidin-4-yl)amino)-7-propylpyrrolo[2,1-f][1,2,4]triazine-6-carbonitrile